ClC1=CC=C(C=N1)NC1=NC=CC2=CC(=CC=C12)N=[S@](=O)(C1COC1)C (R)-((1-((6-chloropyridin-3-yl)amino)isoquinolin-6-yl)imino)(methyl)(oxetan-3-yl)-λ6-sulfanone